C1(CC1)C=1C=NN2C1N=C(C=C2)C2=CNC=1N=C(N=CC12)N[C@@H]1CC[C@@H](CC1)OC(F)(F)F 5-(3-cyclopropylpyrazolo[1,5-a]pyrimidin-5-yl)-N-(cis-4-(trifluoromethoxy)cyclohexyl)-7H-pyrrolo[2,3-d]pyrimidin-2-amine